C1(=CC=CC=C1)C(Cl)(Cl)C1=CC=CC=C1 Diphenyldichloromethan